BrC=1C=C2C(NC=NC2=C(C1)F)=O 6-bromo-8-fluoro-3,4-dihydro-4-quinazolinone